2-((2R)-5-(difluoromethoxy)-2-fluoro-4-((6-oxo-5-(trifluoromethyl)-1,6-dihydropyridazin-4-yl)amino)pentyl)-7-fluoro-6-(5-(trifluoromethyl)pyrimidin-2-yl)isoquinolin-1(2H)-one FC(OCC(C[C@H](CN1C(C2=CC(=C(C=C2C=C1)C1=NC=C(C=N1)C(F)(F)F)F)=O)F)NC=1C=NNC(C1C(F)(F)F)=O)F